3-(4-amino-5-(4-(2-oxo-1-phenyl-2,4,6,7-tetrahydro-1H-pyrazolo[5,1-c][1,4]oxazin-3-carboxamido)phenyl)-7H-pyrrolo[2,3-d]pyrimidin-7-yl)azetidine-1-carboxylic acid tert-butyl ester C(C)(C)(C)OC(=O)N1CC(C1)N1C=C(C2=C1N=CN=C2N)C2=CC=C(C=C2)NC(=O)C=2C(N(N1C2COCC1)C1=CC=CC=C1)=O